[F-].C(CCCCCCC)[NH+]1CC(CCC1)CCC 1-Octyl-3-propylpiperidinium fluorid